C(C)(C)C1C(CC(CC1)C)SC[C@H](N)C(=O)OCC ethyl S-(2-isopropyl-5-methylcyclohexyl)cysteinate